The molecule is an N-acylphosphatidylethanolamine(1-) in which the N-acyl group is specified as capryl (decanoyl) while the phosphatidyl acyl groups at position 1 and 2 are specified as palmitoyl (hexadecanoyl) and linoleoyl (9Z,12Z-octadecadienoyl) respectively; major species at pH 7.3. It is a conjugate base of a N-capryl-1-palmitoyl-2-linoleoyl-sn-glycero-3-phosphoethanolamine. CCCCCCCCCCCCCCCC(=O)OC[C@H](COP(=O)([O-])OCCNC(=O)CCCCCCCCC)OC(=O)CCCCCCC/C=C\\C/C=C\\CCCCC